[C@@H]12CNC[C@H]2C1C=1C=C(C=CC1)C(CO)(C)C 2-(3-((1r,5s,6s)-3-azabicyclo[3.1.0]hexan-6-yl)phenyl)-2-methylpropan-1-ol